C(C)(C)(C)OC(NC(C(=O)C1=CC(=CC=C1)Cl)C)=O tert-Butyl(1-(3-chlorophenyl)-1-oxopropan-2-yl)carbamate